The molecule is a chlorophenoxyacetic acid that is phenoxyacetic acid in which the ring hydrogens at postions 2 and 4 are substituted by chlorines. It has a role as a synthetic auxin, a defoliant, an agrochemical, an EC 1.1.1.25 (shikimate dehydrogenase) inhibitor, an environmental contaminant and a phenoxy herbicide. It is a chlorophenoxyacetic acid and a dichlorobenzene. It is a conjugate acid of a (2,4-dichlorophenoxy)acetate. C1=CC(=C(C=C1Cl)Cl)OCC(=O)O